C1CCC2=C(C=3CCCC3C=C12)NC(=O)N=[S@](=O)(N)C1=CC=C(C=C1)CC(C)C (R)-N'-((1,2,3,5,6,7-hexahydro-s-indacen-4-yl)carbamoyl)-4-isobutylbenzene-sulfonimidamide